(1S,2S,5R)-2-((S)-1-hydroxyethyl)-3,8-diazabicyclo[3.2.1]octane-8-carboxylic acid tert-butyl ester C(C)(C)(C)OC(=O)N1[C@@H]2[C@H](NC[C@H]1CC2)[C@H](C)O